N-(2,6-dioxopiperidin-3-yl)-4-(4-(4-(2-(4-((1R,2S)-6-hydroxy-2-phenyl-1,2,3,4-tetrahydronaphthalen-1-yl)phenoxy)ethyl)piperazine-1-carbonyl)piperazin-1-yl)benzamide O=C1NC(CCC1NC(C1=CC=C(C=C1)N1CCN(CC1)C(=O)N1CCN(CC1)CCOC1=CC=C(C=C1)[C@H]1[C@H](CCC2=CC(=CC=C12)O)C1=CC=CC=C1)=O)=O